C1(CC1)N1CCN(CCC1)C1=CC=C(C=C1)NC(C1=CC(=C(C(=C1)C=O)O)F)=O N-(4-(4-cyclopropyl-1,4-diazepan-1-yl)phenyl)-3-fluoro-5-formyl-4-hydroxybenzoamide